N-butylpyridineium triflate [O-]S(=O)(=O)C(F)(F)F.C(CCC)[N+]1=CC=CC=C1